ClC=1C=C(C(=O)NCCC(=O)O)C=C(C1)C1=NOC(=N1)C 3-[[3-chloro-5-(5-methyl-1,2,4-oxadiazol-3-yl)benzoyl]amino]propionic acid